N(=[N+]=[N-])C1(C(NC2=C(O1)C=CC(=C2)Cl)=O)CC2=CC=C(C=C2)Br 2-azido-2-(4-bromobenzyl)-6-chloro-2H-benzo[b][1,4]oxazin-3(4H)-one